(S)-4-hydroxy-5-methyl-2-phenyl-4-(phenylethynyl)-2,4-dihydro-3H-pyrazol-3-one O[C@@]1(C(N(N=C1C)C1=CC=CC=C1)=O)C#CC1=CC=CC=C1